CC1=CC(OC2=C(C(=CC=C12)O[C@@H]1O[C@@H]([C@@H]([C@@H]([C@H]1OC(C)=O)OC(C)=O)OC(C)=O)COC(C)=O)C(=O)OC)=O methyl 4-methyl-2-oxo-7-[(2S,3R,4S,5S,6R)-3,4,5-triacetoxy-6-(acetoxymethyl)tetrahydropyran-2-yl]oxy-chromene-8-carboxylate